C(C)C1=CC=C(S1)OC=1C=C(C(=O)OC)C=CC1 methyl 3-[(5-ethyl-2-thienyl)oxy]benzoate